OC(CCCCCC=CC=CC=CC=CC(=O)O)CCCCC 15-hydroxy-eicosatetraenoic acid